tert-butyl (1S,5S)-1-{[7-cyclopropoxy-4-(1-methyl-3-phenyl-1H-pyrazol-4-yl)pyrido[3,2-d]pyrimidin-6-yl]carbamoyl}-3-azabicyclo[3.1.0]hexane-3-carboxylate C1(CC1)OC1=CC=2N=CN=C(C2N=C1NC(=O)[C@@]12CN(C[C@H]2C1)C(=O)OC(C)(C)C)C=1C(=NN(C1)C)C1=CC=CC=C1